C1(CC1)S(=O)(=O)NC1=CN=CC(=N1)C(C(=O)NC1=NC=C(C=C1)C1=NC(=CN=C1)OCC)CC 2-(6-(cyclopropanesulfonamido)pyrazin-2-yl)-N-(5-(6-ethoxypyrazin-2-yl)pyridin-2-yl)butanamide